3-{1-[2-(4-Chlorophenyl)imidazo[1,2-a]pyrimidin-3-yl]ethyl}-3,8-diazabicyclo[3.2.1]octane-8-carboxylic acid tert-butyl ester C(C)(C)(C)OC(=O)N1C2CN(CC1CC2)C(C)C2=C(N=C1N2C=CC=N1)C1=CC=C(C=C1)Cl